CNC(CC1=C(C=CC=C1)[N+](=O)[O-])=O N-methyl-2-(2-nitrophenyl)acetamide